trimethyl-[2-[4-(oxan-2-yloxy)phenyl]ethynyl]silane methyl-(Z)-3-methoxy-2-[2-methyl-5-(3-propylpyrazol-1-yl)phenoxy]prop-2-enoate COC(/C(=C/OC)/OC1=C(C=CC(=C1)N1N=C(C=C1)CCC)C)=O.C[Si](C#CC1=CC=C(C=C1)OC1OCCCC1)(C)C